COC1=C(C#N)C=CC=C1B1OC(C(O1)(C)C)(C)C 2-methoxy-3-(4,4,5,5-tetramethyl-1,3,2-dioxaborolan-2-yl)benzonitrile